5-(benzyloxy)-6-methoxy-2-(7-methylbenzo[d]oxazol-2-yl)-1,2,3,4-tetrahydroisoquinoline-3-carboxylic acid C(C1=CC=CC=C1)OC1=C2CC(N(CC2=CC=C1OC)C=1OC2=C(N1)C=CC=C2C)C(=O)O